(S)-N-(3-chloro-4-fluorophenyl)-7-fluoro-1-((5-methylpyrimidin-2-yl)amino)-2,3-dihydro-1H-indene-4-carboxamide ClC=1C=C(C=CC1F)NC(=O)C=1C=2CC[C@@H](C2C(=CC1)F)NC1=NC=C(C=N1)C